ClC=1N=C(SC1Cl)C(C)NC=1C=C2C(NC=NC2=CC1)=O 6-((1-(4,5-dichlorothiazol-2-yl)ethyl)amino)quinazolin-4(3H)-one